(11R)-6-(2,6-dimethylphenyl)-11-(2,2-dimethylpropyl)-2,2-dioxo-12-(4-piperidylmethyl)-9-oxa-2λ6-thia-3,5,12,19-tetrazatricyclo[12.3.1.14,8]nonadeca-1(18),4(19),5,7,14,16-hexaen-13-one CC1=C(C(=CC=C1)C)C1=NC=2NS(C=3C=CC=C(C(N([C@@H](COC(=C1)N2)CC(C)(C)C)CC2CCNCC2)=O)C3)(=O)=O